C(CCC)C1=CN=C(C(=N1)N1CCC(CC1)C(=O)O)C1=CC=C(C=C1)OCCN(C)C 1-(6-Butyl-3-(4-(2-(dimethylamino)ethoxy)phenyl)pyrazin-2-yl)piperidine-4-carboxylic acid